tert-butyl (2S,4R)-5-(4-(2-(((benzyloxy) carbonyl) amino) ethoxy) phenyl)-4-((tert-butoxycarbonyl) amino)-2-methylpentanoate C(C1=CC=CC=C1)OC(=O)NCCOC1=CC=C(C=C1)C[C@@H](C[C@@H](C(=O)OC(C)(C)C)C)NC(=O)OC(C)(C)C